N-((1S)-2-(Dimethylamino)-1-phenylethyl)-6,6-dimethyl-3-((2-methylthieno(3,2-d)pyrimidin-4-yl)amino)-4,6-dihydropyrrolo(3,4-C)pyrazole-5(1H)-carboxamide CN(C[C@H](C1=CC=CC=C1)NC(=O)N1C(C=2NN=C(C2C1)NC=1C2=C(N=C(N1)C)C=CS2)(C)C)C